C1(=CC=CC=C1)C(=C)C1=CC=C(C=C1)C(F)(F)F 1-(1-Phenylvinyl)-4-(trifluoromethyl)benzene